ClC1=C(C(=NC2=CC(=C(C=C12)Cl)OC)C)C1=CC=C(C=C1)C1=CC=C(C=C1)S(=O)(=O)C 4,6-Dichloro-7-methoxy-2-methyl-3-(4'-(methylsulfonyl)-[1,1'-biphenyl]-4-yl)quinoline